C(C1=CC=CC=C1)OC1=NC(=CC=C1C1=NN(C2=CC(=CC=C12)N[C@H]1[C@@H](CN(CC1)C(=O)OC(C)(C)C)C)C)OCC1=CC=CC=C1 tert-Butyl (3R,4R)-4-[[3-(2,6-dibenzyloxy-3-pyridyl)-1-methyl-indazol-6-yl]amino]-3-methyl-piperidine-1-carboxylate